8-methoxy-5-methylene-1,3,4,5-tetrahydro-2H-benzo[d]azepin-2-one COC=1C=CC2=C(CC(NCC2=C)=O)C1